ethyl 2-[[2-[(5-methyl-7-oxo-1H-[1,2,4]triazolo[4,3-a]pyrimidin-3-yl)sulfanyl]acetyl]amino]-5,6,7,8-tetrahydro-4H-cyclohepta[b]thiophene-3-carboxylate CC1=CC(N=C2N1C(=NN2)SCC(=O)NC2=C(C1=C(S2)CCCCC1)C(=O)OCC)=O